[2-(methoxycarbonyl)-2,3-dihydro-1H-inden-2-yl]methylammonium chloride [Cl-].COC(=O)C1(CC2=CC=CC=C2C1)C[NH3+]